ClC(C(=O)OCC(C)O)=C 2-hydroxypropyl α-chloroacrylate